FC(C(CNC1(CC2=CC=CC=C2C1)C(C)C)NC(OC(C)(C)C)=O)(F)F tert-butyl (1,1,1-trifluoro-3-((2-isopropyl-2,3-dihydro-1H-inden-2-yl)amino)propan-2-yl)carbamate